di-tert-butyl phosphite potassium salt [K+].P(OC(C)(C)C)(OC(C)(C)C)[O-]